4-(7-chloro-2-oxoindolin-5-yl)-3-methyl-4-oxobutanoic acid ClC=1C=C(C=C2CC(NC12)=O)C(C(CC(=O)O)C)=O